2,2'-dimethylene-bis(6-alpha-methyl-benzyl-p-cresol) CC(C1=CC=CC=C1)C=1C=C(C=C(C1O)CCC1=CC(=CC(=C1O)C(C1=CC=CC=C1)C)C)C